(1R,2S,3R,6S,7aS)-3-(6-amino-9H-purin-9-yl)-2,3,5,6,7,7a-hexahydro-1H-indene-1,2,6-triol NC1=C2N=CN(C2=NC=N1)[C@H]1[C@@H]([C@@H]([C@H]2C[C@H](CC=C12)O)O)O